FC(OC1=C(C=CC(=C1)F)[C@H]1[C@@H](O[C@]([C@@H]1C)(C(F)(F)F)C)C(=O)NC1=CC(=NC=C1)C(=O)N)F 4-((2R,3S,4R,5R)-3-(2-(difluoromethoxy)-4-fluorophenyl)-4,5-dimethyl-5-(trifluoromethyl)tetrahydrofuran-2-carboxamido)picolinamide